7-chloro-2-methyl-4-[[2-[(2S)-2-methyl-3-(6-oxo-1H-pyridazin-4-yl)propyl]-2-azaspiro[3.3]heptan-6-yl]methyl]isoindolin-1-one ClC=1C=CC(=C2CN(C(C12)=O)C)CC1CC2(CN(C2)C[C@H](CC=2C=NNC(C2)=O)C)C1